4-chloro-7-chlorosulfonyl-benzo[c][1,2,5]oxadiazole ClC1=CC=C(C2=NON=C21)S(=O)(=O)Cl